6-((R)-1-(4-fluorophenyl)ethyl)-N,N-dimethyl-5-(((R)-1-methylpyrrolidin-3-yl)amino)pyrazine-2-carboxamide FC1=CC=C(C=C1)[C@@H](C)C1=C(N=CC(=N1)C(=O)N(C)C)N[C@H]1CN(CC1)C